ethyl 2-chloro-4-fluoro-5-aminobenzoate ClC1=C(C(=O)OCC)C=C(C(=C1)F)N